C2-acetylamino-5-(3-hydroxypropyl)-1,3-thiazole-4-carboxylic acid ethyl ester C(C)OC(=O)C=1N=C(SC1CCCO)NC(C)=O